Propyl sulfone C(CC)S(=O)(=O)CCC